5-(cyclopropylmethyl)-4-(4-(difluoromethoxy)phenyl)-2-(2-methyl-2H-indazol-5-yl)-2,5-dihydro-3H-imidazo[4,5-c]pyridazin-3-one C1(CC1)CN1C=NC2=NN(C(C(=C21)C2=CC=C(C=C2)OC(F)F)=O)C2=CC1=CN(N=C1C=C2)C